N,N-dimethyl-laurylamine CN(C)CCCCCCCCCCCC